N-cyclopropyl-2-(difluoromethoxy)-4-[[5-[5-(4-hydroxycyclohexoxy)-2-methyl-4-pyridyl]pyrazolo[1,5-a]pyridin-2-yl]amino]-6-methoxy-benzamide C1(CC1)NC(C1=C(C=C(C=C1OC)NC1=NN2C(C=C(C=C2)C2=CC(=NC=C2OC2CCC(CC2)O)C)=C1)OC(F)F)=O